BrC=1C(=C(C=CC1)C1=C(C(=NC2=CN=CC=C12)N)C=O)Cl 3-bromo-2-chlorophenyl-amino-1,7-naphthyridine-3-carbaldehyde